C(C)O[P@](=O)(SCCN1C(NC(C1)=O)=N)N[C@@H](C)C(=O)OC(C)C Isopropyl ((S)-ethoxy((2-(2-imino-4-oxoimidazolidin-1-yl)ethyl)thio) phosphoryl)-L-alaninate